OC1=CC(=C(C=C1)N1N=C2C(=N1)C=CC=C2)C 2-(4-hydroxy-methylphenyl)benzotriazole